C1(CC1)C=1C(=CC(N2C(CSC12)C(=O)O)=O)COC=1C=2C=CB(NC2C=CC1)C 7-cyclopropyl-6-[(2-methyl-1-aza-2-bora-1H-naphthalen-5-oxy)methyl]-4-oxo-1-thia-3a-aza-3-indanecarboxylic acid